C(C)(C)(C)OC(=O)NCCN1N=C(C=C1C(=O)OCC)C(=O)OCC diethyl 1-(2-((tert-butoxycarbonyl)amino)ethyl)-1H-pyrazole-3,5-dicarboxylate